S1C(=CC=C1)CNCC(=O)O N-(thien-2-ylmethyl)glycine